COC1=CC=C(OC2CCC3=C(N(C2)C(=O)OCC2=CC=CC=C2)C=CC=C3)C=C1 Benzyl 3-(4-methoxyphenoxy)-2,3,4,5-tetrahydro-1H-benzo[b]azepine-1-carboxylate